N[C@@H](CCO)C(=O)O.P1C=CC=C1 phosphol-homoserine